ClC1=C(C=CC(=C1)N1CCN(CC1)C)NC1=NC=C(C(=N1)C1=CC2=C(C(N(CCS2(=O)=O)C)=O)S1)C(F)(F)F 7-(2-((2-chloro-4-(4-methylpiperazin-1-yl)phenyl)amino)-5-(trifluoromethyl)pyrimidin-4-yl)-4-methyl-3,4-dihydrothieno[2,3-f][1,4]thiazepin-5(2H)-one 1,1-dioxide